3-(4-chlorophenyl)-5-nitrobenzoic acid ClC1=CC=C(C=C1)C=1C=C(C(=O)O)C=C(C1)[N+](=O)[O-]